4,6-dichloro-2-propylthio-5-aminopyrimidine ClC1=NC(=NC(=C1N)Cl)SCCC